C1=CC=CC=2C3=C(NC12)C=1N(CC3)C(C3=C(N1)SC1=C3CCC1)=O 9,10,11,14-tetrahydro-5H-cyclopenta[4'',5'']thieno[2'',3'':4',5']pyrimido[1',2':1,2]pyrido[3,4-b]indol-8(6H)-one